FC1=C(C=C(C(=O)OC)C=C1)OC1CN(CC(C1)C1=CC=CC=C1)S(=O)(=O)C Methyl 4-fluoro-3-((1-(methylsulfonyl)-5-phenylpiperidin-3-yl)oxy)benzoate